8-difluoromethyl-2-trifluoromethyl-2H-benzopyran-3-carboxylate FC(C1=CC=CC=2C=C(C(OC21)C(F)(F)F)C(=O)[O-])F